ClC1=NC=2C[C@H](CCC2C(=N1)N1C[C@@H](N(CC1)C(=O)OCC1=CC=CC=C1)CC#N)N1CCCC2=CC=C(C=C12)F Benzyl (S)-4-((S)-2-chloro-7-(7-fluoro-3,4-dihydroquinolin-1(2H)-yl)-5,6,7,8-tetrahydroquinazolin-4-yl)-2-(cyanomethyl)piperazine-1-carboxylate